FC=1C(=NC(=NC1)NC=1C=NN(C1)C1CCN(CC1)C)C1=CNC2=C(C=CC=C12)NC([C@@H](COC)N1CCN(CC1)C)=O (R)-N-[3-(5-fluoro-2-[[1-(1-methylpiperidin-4-yl)-1H-pyrazol-4-yl]amino]pyrimidin-4-yl)-1H-indol-7-yl]-3-methoxy-2-(4-methylpiperazin-1-yl)propanamide